1,8,15,22-tetrakis(phenylthio)-29H,31H-phthalocyanine C1=CC=C(C=C1)SC2=CC=CC3=C2C4=NC5=NC(=NC6=C7C=CC=C(C7=C(N6)N=C8C9=C(C(=CC=C9)SC1=CC=CC=C1)C(=N8)N=C3N4)SC1=CC=CC=C1)C1=C5C=CC=C1SC1=CC=CC=C1